FC=1C(=CC(=NC1)OC)[C@H](C(=O)N1CC2(NC3=NC(=C(C=C3CC2)C2=NC=CC=N2)C([2H])([2H])[2H])CC1)C (2R)-2-(5-fluoro-2-methoxypyridin-4-yl)-1-(7'-(methyl-d3)-6'-(pyrimidin-2-yl)-3',4'-dihydro-1'H-spiro[pyrrolidine-3,2'-[1,8]naphthyridin]-1-yl)propan-1-one